F[P-](F)(F)(F)(F)F.CN(C)C(N(C)C)=[N+]1N=[N+](C2=NC=CC=C21)[O-] (Bis(dimethylamino)methylene)-1H-1,2,3-triazolo[4,5-b]pyridinium-3-oxide hexafluorophosphate